CCCCCCCCCCCCC(=O)O[C@H](COC(=O)CCC/C=C\C/C=C\C/C=C\C/C=C\CCCCC)COP(=O)([O-])OCC[N+](C)(C)C 1-(5Z,8Z,11Z,14Z-eicosatetraenoyl)-2-tridecanoyl-glycero-3-phosphocholine